4-(methoxy(methyl)amino)-2-methyl-4-oxobut-2-ylcarbamic acid tert-butyl ester C(C)(C)(C)OC(NC(C)(CC(=O)N(C)OC)C)=O